C#CCCCC(CCCCCCCCC)C#N pentadecyne-6-carbonitrile